9-(acetyl-methyl-amino)-3-(4-fluoro-benzoyl)-1,1-dimethyl-1,2,3,6-tetrahydro-azepino[4,5-b]indole-5-carboxylic acid ethyl ester C(C)OC(=O)C1=CN(CC(C2=C1NC=1C=CC(=CC21)N(C)C(C)=O)(C)C)C(C2=CC=C(C=C2)F)=O